C(C)OC(=O)C=1NC2=C(C=CC=C2C1CCCOC1=CC=CC2=CC=CC=C12)C=1C(=NN(C1C)C)[C@@H](CCN1CCOCC1)O |r| (rac)-7-{3-[1-hydroxy-3-(morpholin-4-yl)propyl]-1,5-dimethyl-1H-pyrazol-4-yl}-3-[3-(naphthalen-1-yloxy)propyl]-1H-indole-2-carboxylic acid ethyl ester